NC1=C(C(=NN1C(C)(C)C)C1=CC=C(C=C1)CNC(C1=C(C=CC=C1)OC)=O)C(=O)N 5-amino-1-tert-butyl-3-[4-[[(2-methoxybenzoyl)amino]methyl]phenyl]pyrazole-4-carboxamide